2-methoxy-5-(3-methyltetrahydrofuran-3-yl)benzenesulfonyl chloride COC1=C(C=C(C=C1)C1(COCC1)C)S(=O)(=O)Cl